tert-butyl-4-(2-bromo-6-cyanobenzyl)-4-cyanopiperidine-1-carboxylate C(C)(C)(C)OC(=O)N1CCC(CC1)(C#N)CC1=C(C=CC=C1C#N)Br